2-methyl-2-(3-sulfanylphenyl)propionic acid methyl ester COC(C(C)(C1=CC(=CC=C1)S)C)=O